C(#N)C1(CC1)NS(=O)(=O)C=1C=CC=2N(C1)C(=NC2C=2CC1(CNC1)CC2)C=2SC(=NN2)C(F)F N-(1-cyanocyclopropyl)-3-(5-(difluoromethyl)-1,3,4-thiadiazol-2-yl)-1-(2-azaspiro[3.4]oct-6-en-6-yl)imidazo[1,5-a]pyridine-6-sulfonamide